N1=CC=C(C=C1)C(C)[2H] 2-(pyridin-4-yl)ethane-2-d1